(2E)-N-{3-[4-(Cyclopentylamino)-6-phenylfuro[2,3-d]pyrimidin-5-yl]phenyl}-4-(morpholin-4-yl)but-2-enamide C1(CCCC1)NC=1C2=C(N=CN1)OC(=C2C=2C=C(C=CC2)NC(\C=C\CN2CCOCC2)=O)C2=CC=CC=C2